tert-butyl ((1-(5-((3-fluoro-1H-indol-4-yl)thio)pyrazin-2-yl)-4-methylpiperidin-4-yl)methyl)carbamate FC1=CNC2=CC=CC(=C12)SC=1N=CC(=NC1)N1CCC(CC1)(C)CNC(OC(C)(C)C)=O